2-Benzofuran-6-yl-ethylamine O1C=CC2=C1C=C(C=C2)CCN